(Z)-1-bromo-2,3-difluoropropene Br\C=C(\CF)/F